O=S1(C2=C(C=C1)C(=C(C=C2)F)Br)=O 1,1-dioxido-4-bromo-5-fluorobenzo[b]thiophene